3-((2S)-3-(8-(4'-((2-(dimethylamino)ethylamino)methyl)biphenyl-3-ylsulfonyl)-1-oxa-8-azaspiro[4.5]decan-3-ylamino)-2-hydroxypropoxy)-N-methylbenzenesulfonamide CN(CCNCC1=CC=C(C=C1)C1=CC(=CC=C1)S(=O)(=O)N1CCC2(CC(CO2)NC[C@@H](COC=2C=C(C=CC2)S(=O)(=O)NC)O)CC1)C